FC(SC1=CC=C(COC2=CC=C(C(=O)N)C=C2)C=C1)(F)F 4-((4-((trifluoromethyl)thio)benzyl)oxy)benzamide